tert-butyl (R,E)-2-(3-ethoxy-3-oxoprop-1-en-1-yl)pyrrolidine-1-carboxylate C(C)OC(/C=C/[C@@H]1N(CCC1)C(=O)OC(C)(C)C)=O